(S)-N-(4-cyano-3-(trifluoromethyl)phenyl)-3-(5-fluoro-6-phenyl-1H-indol-1-yl)-2-hydroxy-2-methylpropanamide C(#N)C1=C(C=C(C=C1)NC([C@@](CN1C=CC2=CC(=C(C=C12)C1=CC=CC=C1)F)(C)O)=O)C(F)(F)F